CC(CCOC(CCC(=O)OCCCCCCN(CCCCCCCC(=O)OCCCCCCCCC)CCO)OCCC(CCC=C(C)C)C)CCC=C(C)C nonyl 8-((6-((4,4-bis((3,7-dimethyloct-6-en-1-yl)oxy)butanoyl)oxy)hexyl)(2-hydroxyethyl)amino)octanoate